1-(4-(cyanophenyl)-3,5-dimethyl-1H-pyrazol-4-yl) acetate C(C)(=O)OC1(C(=NNC1C)C)C1=C(C=CC=C1)C#N